N[C@@H](C(=O)N1CC(CCC1)SCC(=O)O[C@@H]1C[C@@]([C@H]([C@@H]([C@@]23[C@H]([C@]1([C@@H](CC3)C)C)C(CC2)=O)C)O)(C)C=C)C(C)C [(1S,2R,3S,4S,6R,7R,8R,14R)-4-ethenyl-3-hydroxy-2,4,7,14-tetramethyl-9-oxo-6-tricyclo[5.4.3.01,8]tetradecanyl] 2-[1-[(2R)-2-amino-3-methylbutanoyl]piperidin-3-yl]sulfanylacetate